FC1(C(C2=CC=CC(=C12)OC=1C=NC=C(C1)F)O)F 8,8-difluoro-2-(5-fluoro-3-pyridyloxy)bicyclo[4.2.0]oct-1,3,5-triene-7-ol